[Cl-].NCl.NCl.NCl trichloramine chloride